3-({[3-(1H-imidazol-1-yl)propyl](pyridin-4-ylmethyl)amino}methyl)-4H,7H,8H,9H,10H-cyclohexa[h]chromen-4-one N1(C=NC=C1)CCCN(CC1=CC=NC=C1)CC1=COC2=C3C(=CC=C2C1=O)CCCC3